ClC1=CC=C(C(=O)C2=C(C(=O)O)C=C(C=C2F)C(C)(C2=NC=CC=C2)O)C=C1 2-(4-chlorobenzoyl)-3-fluoro-5-(1-hydroxy-1-(pyridin-2-yl)ethyl)benzoic acid